[5-([5-[(4-chlorophenyl)methoxy]-1,3,4-thiadiazol-2-yl]carbamoyl)-4-(2-methoxyphenyl)pyridin-2-yl]methyl methanesulfonate CS(=O)(=O)OCC1=NC=C(C(=C1)C1=C(C=CC=C1)OC)C(NC=1SC(=NN1)OCC1=CC=C(C=C1)Cl)=O